C(C)(=O)O[C@@H]1COCC[C@H]1NC1=NC=C(C(=N1)C1=CC=C2C(C=C(N(C2=C1)C(C)C)CC)=O)F (3S,4R)-4-((4-(2-ethyl-1-isopropyl-4-oxo-1,4-dihydroquinolin-7-yl)-5-fluoropyrimidin-2-yl)amino)tetrahydro-2H-pyran-3-yl acetate